2,4,6-trihydroxy-1,3,5-triazine OC1=NC(=NC(=N1)O)O